1-(2-aminoacetyl)-4-benzoylamino-pyrrolidine-2-carboxylic acid NCC(=O)N1C(CC(C1)NC(C1=CC=CC=C1)=O)C(=O)O